Hydroxynonenal CCCCCCC=C(C=O)O